C(C)(C)(C)OC(=O)NC1=NC2=CC=C(C=C2C=C1)C(=O)O 2-[(tert-butoxycarbonyl)amino]quinoline-6-carboxylic acid